[N+](=O)([O-])C1=CC(=NC=C1)NN (4-nitro-pyridin-2-yl)-hydrazine